(S)-2-(4-chloro-2-cyclopropylphenoxy)propionic acid ClC1=CC(=C(O[C@H](C(=O)O)C)C=C1)C1CC1